tert-butyl 4-((7-chloro-5H-isochromeno[3,4-d]thiazol-2-yl) amino)-2,2-dimethylpiperidine-1-carboxylate ClC=1C=CC2=C(C1)COC=1N=C(SC12)NC1CC(N(CC1)C(=O)OC(C)(C)C)(C)C